N-((4,6-dimethyl-2-oxo-1,2-dihydropyridin-3-yl)methyl)-3-(ethyl(tetrahydro-2H-pyran-4-yl)amino)-2-methyl-5-(1-neopentyl-2',3',5',6'-tetrahydrospiro[indoline-3,4'-pyran]-6-yl)benzamide CC1=C(C(NC(=C1)C)=O)CNC(C1=C(C(=CC(=C1)C1=CC=C2C(=C1)N(CC21CCOCC1)CC(C)(C)C)N(C1CCOCC1)CC)C)=O